[Cu+2].C(CCCCC)C=1C=C(C(=CC1CCCCCC)O)O 4,5-dihexyl-1,2-benzenediol copper (II)